OCC1C2C3C(CC(C2CC1)C3)C(=O)OC=C 3-hydroxymethyl-9-vinyloxycarbonyl-tricyclo[5.2.1.02,6]decane